FC1=C(C=CC=C1)N1N=CC2=C1COC[C@H]2NC(=O)C=2N=CN1C2CCCC1 (S)-N-(1-(2-fluorophenyl)-1,4,5,7-tetrahydropyrano[3,4-c]pyrazol-4-yl)-5,6,7,8-tetrahydroimidazo[1,5-a]pyridine-1-carboxamide